cis-8-dimethylamino-3-o-tolyl-8-phenyl-1,3-diazaspiro[4.5]decan-2-one CN(C1(CCC2(CN(C(N2)=O)C2=C(C=CC=C2)C)CC1)C1=CC=CC=C1)C